CC(CN1CC(NCC1)=O)(C)C 4-(2,2-dimethylpropyl)piperazin-2-one